C12C3C(C(CC3C(CC1)C2)O)O Tricyclo[5.2.1.02,6]decan-3,4-diol